C1(=CC=CC=C1)C(C=1OC2=C(C1)C=CC=C2)C2=CC(=C(C=C2)F)F 2-((phenyl)(3,4-difluorophenyl)methyl)benzofuran